C[Ca].[Ca] calcium methyl-calcium